N,N-bis(N,N-dimethyl-2-amino-ethyl)methylamine CN(CCN(CCN(C)C)C)C